NC1CC2CCC(C1)N2CCN2CCN(CC2)C(C)=O 1-{4-[2-(3-Amino-8-azabicyclo[3.2.1]oct-8-yl)ethyl]piperazin-1-yl}ethanone